NC=1C2=C(N=CN1)N(C1=C2C=2C(C(CC1)O)=C(ON2)C2CC2)C2CCCC2 11-Amino-7-cyclopentyl-3-cyclopropyl-4,5,6,7-tetrahydroisoxazolo[4'',3'':6',7']cyclohepta[1',2':4,5]pyrrolo[2,3-d]pyrimidin-4-ol